ClC=1C=CC=C2C=CC=C(C12)C1CC=2N=C(N=C(C2CO1)N1C[C@@H](N(CC1)C(=O)OC(C)(C)C)CC#N)OC1=C2CCN(CC2=CC=C1)C tert-butyl (2S)-4-(7-(8-chloronaphthalen-1-yl)-2-((2-methyl-1,2,3,4-tetrahydroisoquinolin-5-yl)oxy)-7,8-dihydro-5H-pyrano[4,3-d]pyrimidin-4-yl)-2-(cyano methyl)piperazine-1-carboxylate